The molecule is a pyrimidine nucleoside derived from the formal condensation of the N(1)-nitrogen of 4-amino-5-methylcytosine with 2,5-anhydro-4-(hydroxymethyl)-alpha-L-lyxofuranose. It is a nucleoside analogue, a pyrimidine nucleoside and a pyrimidone. It derives from a cytosine. CC1=CN(C(=O)N=C1N)[C@H]2[C@H]3[C@@H]([C@@](O2)(CO3)CO)O